N2-(2,6-dimethylpyridin-4-yl)-N4-isopropyl-6-phenyl-1,3,5-triazine-2,4-diamine CC1=NC(=CC(=C1)NC1=NC(=NC(=N1)NC(C)C)C1=CC=CC=C1)C